OC1=NC(=CC=C1)C(F)(F)F 2-hydroxy-6-(trifluoromethyl)pyridine